[N+](=[N-])=CC(CC[C@@H](C(=O)OC(C([2H])([2H])[2H])(C([2H])([2H])[2H])[2H])NC([C@H](C)OC([2H])([2H])[2H])=O)=O propan-2-yl-d7 (S)-6-diazo-2-((S)-2-(methoxy-d3)propanamido)-5-oxohexanoate